N-(3,3-dimethyl-1-(5-phenyl-1,3,4-oxadiazol-2-yl)butyl)-4-methylaniline CC(CC(C=1OC(=NN1)C1=CC=CC=C1)NC1=CC=C(C=C1)C)(C)C